C(CCCCCCCCCCC(C)O)O 1,12-tridecane-diol